1-((1R)-1-(4-(1-Acetylpiperidin-2-yl)phenyl)-2-hydroxyethyl)-3-(2-ethynyl-thiazol-4-yl)urea C(C)(=O)N1C(CCCC1)C1=CC=C(C=C1)[C@H](CO)NC(=O)NC=1N=C(SC1)C#C